6-chloro-N-(3-chloro-4-fluoro-phenyl)pyrido[3,2-d]pyrimidin-4-amine ClC=1C=CC=2N=CN=C(C2N1)NC1=CC(=C(C=C1)F)Cl